(1S,2S,3S)-2-methyl-N-[7-methyl-6-[4-((R)-3-methyltetrahydrofuran-3-yl)piperazin-4-ium-1-yl]-3-isoquinolyl]-3-(1-methylpyrazol-4-yl)cyclopropanecarboxamide C[C@@H]1[C@@H]([C@H]1C=1C=NN(C1)C)C(=O)NC=1N=CC2=CC(=C(C=C2C1)N1CC[NH+](CC1)[C@]1(COCC1)C)C